5-{6-[(3-phenylcyclobutyl)oxy]pyridin-3-yl}isoxazol-3-ol trifluoroacetate FC(C(=O)O)(F)F.C1(=CC=CC=C1)C1CC(C1)OC1=CC=C(C=N1)C1=CC(=NO1)O